1-(2-(2-(((2S,5R,6R)-6-(((tert-Butyldiphenylsilyl)oxy)methyl)-5-hydroxy-5,6-dihydro-2H-pyran-2-yl)thio)propan-2-yl)-6-hydroxybenzofuran-5-yl)ethan-1-one [Si](C1=CC=CC=C1)(C1=CC=CC=C1)(C(C)(C)C)OC[C@@H]1[C@@H](C=C[C@@H](O1)SC(C)(C)C=1OC2=C(C1)C=C(C(=C2)O)C(C)=O)O